3-(((Trifluoromethyl)sulfonyl)oxy)thieno[2,3-c]pyridine-2-carboxylic acid ethyl ester C(C)OC(=O)C1=C(C=2C(=CN=CC2)S1)OS(=O)(=O)C(F)(F)F